[OH-].C(=O)(O)C[N+](CCCCCCCCC=CCCCCCCCC)(C)C N-carboxymethyl-N,N-dimethyl-N-9-octadecenylammonium hydroxide